21-Hydroxy-tetracosanoic acid OC(CCCCCCCCCCCCCCCCCCCC(=O)O)CCC